C(C)(C)(C)OC(=O)N1CCN(CC1)C1CCN(CC1)C1=C(C=C(C(=C1)OC1CC1)[N+](=O)[O-])C=C 4-(1-(5-Cyclopropoxy-4-nitro-2-vinylphenyl)piperidin-4-yl)piperazine-1-carboxylic acid tert-butyl ester